CN1CCN(CC1)C1=CC=CC=2N(C=NC21)C(=O)NCCC#CC2=CC=CC=C2 4-(4-Methylpiperazin-1-yl)-N-(4-phenylbut-3-yn-1-yl)-1H-benzo[d]imidazole-1-carboxamide